(6-amino-5-cyclopropyl-3-pyridyl)-2-[(5S)-5-methyl-2-(2-tetrahydropyran-4-yl-1,3-benzothiazol-5-yl)-1-piperidyl]-2-oxo-acetamide NC1=C(C=C(C=N1)NC(C(=O)N1C(CC[C@@H](C1)C)C=1C=CC2=C(N=C(S2)C2CCOCC2)C1)=O)C1CC1